ClC=1C2CCC(C1)C2 2-chloro-2-norbornene